FC1=CC2=C(N(C(=N2)NC=2OC3=C(N2)C=C(C=C3)CN(CCOCC#C)C)C)C=C1 N-(5-fluoro-1-methyl-1H-benzo[d]imidazol-2-yl)-5-((methyl(2-(prop-2-yn-1-yloxy)ethyl)amino)methyl)benzo[d]oxazol-2-amine